CC\C=C/CC1C(CC=CCCCCCCCC)O1 cis-6,7-epoxy-3,9-octadecadiene